BrC=1C(=C(N)C=C(C1)F)F 3-bromo-2,5-difluoroaniline